COC(C1=C(C(=CC=C1)C1CN(C(C1)=O)C1=CC(=C(C=C1)Cl)Cl)F)=O 3-(1-(3,4-dichlorophenyl)-5-oxopyrrolidin-3-yl)-2-fluorobenzoic acid methyl ester